3,4-dichloro-N-(5-nitrothiazole-2-yl)benzamide ClC=1C=C(C(=O)NC=2SC(=CN2)[N+](=O)[O-])C=CC1Cl